5-Ferrocenylpentanoic acid [C-]1(C=CC=C1)CCCCC(=O)O.[CH-]1C=CC=C1.[Fe+2]